1-methyl-5-[3-(trifluoromethyl)-1H-indazol-5-yl]imidazole-2-carboxamide CN1C(=NC=C1C=1C=C2C(=NNC2=CC1)C(F)(F)F)C(=O)N